2-aminopyridine-carboxylic acid C1=CC(NC=C1)(C(=O)O)N